Cl.C1NCC12COCC2 6-oxa-2-Azaspiro[3.4]octane hydrochloride